COC1=C(C(=CC(=C1)S(=O)(=O)C)C)C1=NC2=NC(=CC=C2C=C1)C1CN(CCC1)C 2-(2-methoxy-6-methyl-4-methylsulfonyl-phenyl)-7-[1-methyl-3-piperidyl]-1,8-naphthyridine